(E)-2-methyl-N-(oxetan-3-yl)prop-2-en-1-imine CC(\C=N\C1COC1)=C